(R)-3-ethynyl-1-methyl-3-((trimethylsilyl)oxy)pyrrolidin-2-one C(#C)[C@]1(C(N(CC1)C)=O)O[Si](C)(C)C